C(C)S(=O)(=O)C1=C(N=C2N1C=C(C=C2C#N)I)C2=NC=1C(=NC=C(C1)C(F)(F)F)N2C 3-ethyl-sulfonyl-6-iodo-2-[3-methyl-6-(trifluoromethyl)imidazo[4,5-b]pyridin-2-yl]imidazo[1,2-a]pyridine-8-carbonitrile